C1(=CC=CC=C1)[Si](C1=CC=CC=C1)(C1=CC=CC=C1)[Zn][Si](C1=CC=CC=C1)(C1=CC=CC=C1)C1=CC=CC=C1 di(triphenylsilyl)zinc